[Cl-].[Cl-].C[Zr-6](C1C(=CC2=C(C=3CCCC3C=C12)Br)C)(C1C=C(C=C1)CCCC)(=[SiH2])(=[SiH2])(C)(C)C Tetramethyldisilylene(3-n-butyl-cyclopentadienyl)(2-methyl-4-bromo-1,5,6,7-tetrahydro-s-indacenyl)zirconium(IV) dichloride